ClC1=C(C(=NN1C1=C2NC=NC2=NC=N1)C)C=O 5-CHLORO-3-METHYL-1-(7H-PURIN-6-YL)-1H-PYRAZOLE-4-CARBALDEHYDE